biscyclopentadiene tetraoctanoate C(CCCCCCC)(=O)O.C(CCCCCCC)(=O)O.C(CCCCCCC)(=O)O.C(CCCCCCC)(=O)O.C1=CC=CC1.C1=CC=CC1